thieno[2,3-b]pyridin S1C=CC=2C1=NC=CC2